5-(3-cyanophenyl)-N-(3-(3,3-difluoro-2-methylallyl)-1,2,4-thiadiazol-5-yl)thiophene-3-Formamide C(#N)C=1C=C(C=CC1)C1=CC(=CS1)C(=O)NC1=NC(=NS1)CC(=C(F)F)C